C1(=CC=CC=C1)S(=O)(=O)C[C@H](O)C1=CC=C(C=C1)C |r| racemic-2-benzenesulfonyl-1-(4-methylphenyl)ethanol